2-(6-bromo-2-((4-fluorobenzyl)thio)-4H-imidazo[4,5-b]pyridin-4-yl)-N-(2-methyl-5-(oxetan-3-ylamino)phenyl)butanamide BrC=1C=C2C(N(C1)C(C(=O)NC1=C(C=CC(=C1)NC1COC1)C)CC)=NC(=N2)SCC2=CC=C(C=C2)F